C1(CC1)C1=NNC2=CC=C(C=C12)C1=CN=C2N1N=C(C=C2)N2C[C@@H]1[C@H](C2)COC1 (3aR,6aS)-5-(3-(3-cyclopropyl-1H-indazol-5-yl)imidazo[1,2-b]pyridazin-6-yl)hexahydro-1H-furo[3,4-c]pyrrole